C(C)N(CC)CC1=CC(=C(C=C1C)O)C 4-(diethylaminomethyl)-2,5-dimethylphenol